5-(8-hydroxyoctyl)furan-2(5H)-one OCCCCCCCCC1C=CC(O1)=O